ClC1=CC(=C(N=N1)OC1=CC(=CC=C1)C1CC1)C(=O)O 6-chloro-3-(3-cyclopropylphenoxy)pyridazine-4-carboxylic acid